rac-tert-butyl (6R,7R)-7-(6-cyclopropoxy-5-(pyrazolo[1,5-c]pyrimidin-3-ylcarbamoyl)-2H-indazol-2-yl)-6-methyl-2-azaspiro[3.5]nonane-2-carboxylate C1(CC1)OC=1C(=CC2=CN(N=C2C1)[C@H]1[C@@H](CC2(CN(C2)C(=O)OC(C)(C)C)CC1)C)C(NC=1C=NN2C=NC=CC21)=O |r|